CN(C)CC1(CC1)COC=1N=C(C2=C(N1)CN(CC2)C2=CC=CC1=CC=CC(=C21)CC)NCC2=C(N=NN2CC)C 2-((1-((dimethylamino)methyl)cyclopropyl)methoxy)-N-((1-ethyl-4-methyl-1H-1,2,3-triazol-5-yl)methyl)-7-(8-ethylnaphthalen-1-yl)-5,6,7,8-tetrahydropyrido[3,4-d]pyrimidin-4-amine